Cl[La](Cl)Cl trichloro-lanthanamethane